C1(CCCCC1)C[C@H](C(=O)N1CC2(CCCC2)C(CC1)(O)CN1C=C(C(=CC1=O)OC)C(=O)N(C)C)C 1-((7-((R)-3-cyclohexyl-2-methylpropionyl)-10-hydroxy-7-azaspiro[4.5]decan-10-yl)methyl)-4-methoxy-N,N-dimethyl-6-oxo-1,6-dihydropyridine-3-carboxamide